Phenyltris(dimethylvinylsiloxy)silane C1(=CC=CC=C1)[Si](O[SiH2]C=C(C)C)(O[SiH2]C=C(C)C)O[SiH2]C=C(C)C